FC(C1=C(C=NC=C1)C#N)(F)F 4-Trifluoromethyl-3-cyanopyridine